7-(((1r,4r)-4-(3-cyano-acridine-1-sulfonylamino)cyclohexyl)methyl)-2,7-diazepine C(#N)C=1C=C(C2=CC3=CC=CC=C3N=C2C1)S(=O)(=O)NC1CCC(CC1)CN1C=CC=CN=C1